COC1=CC=2C=3C(C4=C(C(C3NC2C=C1)=O)C=CN=C4)=O 9-methoxy-5H-pyrido[4,3-b]carbazole-5,11(6H)-dione